NCC1=NNC(C2=CC=C(C=C12)C1=C(N(N=C1)C)C1=C(C2=CC=CC=C2C(=C1F)C)C#N)=O (P)-2-[4-[4-(aminomethyl)-1-oxo-2H-phthalazin-6-yl]-2-methyl-pyrazol-3-yl]-3-fluoro-4-methyl-naphthalene-1-carbonitrile